6-Fluoro-N-methyl-5-(piperidin-4-yl)picolinamide FC1=C(C=CC(=N1)C(=O)NC)C1CCNCC1